(E)-3-(3-chlorophenyl)-N-(6-(((6-cyclopropylimidazo[1,2-a]pyridin-2-yl)methyl)amino)pyrimidin-4-yl)acrylamide ClC=1C=C(C=CC1)/C=C/C(=O)NC1=NC=NC(=C1)NCC=1N=C2N(C=C(C=C2)C2CC2)C1